FCOC=1C=C2C(=CC=NC2=CC1OC)N1CCC(CC1)C1(CC1)CN (1-(1-(6-(fluoromethoxy)-7-methoxyquinolin-4-yl)piperidin-4-yl)cyclopropyl)methanamine